(S)-2-amino-3-(1-(carboxymethyl)-1H-indol-3-yl)propionic acid N[C@H](C(=O)O)CC1=CN(C2=CC=CC=C12)CC(=O)O